CC1(C2=CC=CC=C2N(C=2C=CC=CC12)C1=C(C=C(C(=C1N1C=2C=CC=CC2C(C2=CC=CC=C12)(C)C)N1C=2C=CC=CC2C(C2=CC=CC=C12)(C)C)N1C=2C=CC=CC2C(C2=CC=CC=C12)(C)C)C1=CC=C(C=C1)C=1OC2=C(N1)C=CC=C2)C 2-(2',3',4',5'-tetrakis(9,9-dimethylacridin-10(9H)-yl)-[1,1'-biphenyl]-4-yl)benzo[d]oxazole